C(#N)C=1C=C2C(=NC1)N(N=C2)C2=NC=C(C(=O)NC[C@H](C(C)(C)O)F)C(=C2)NC2CCC(CC2)C(C)(C)O 6-(5-cyano-1H-pyrazolo[3,4-b]pyridin-1-yl)-N-((R)-2-fluoro-3-hydroxy-3-methylbutyl)-4-(((1R,4R)-4-(2-hydroxypropan-2-yl)cyclohexyl)amino)nicotinamide